8-bromo-2,3-dihydrobenzo[b][1,4]oxazepin-4(5H)-one BrC=1C=CC2=C(OCCC(N2)=O)C1